tert-butyl 3-(4-carbamoyl-3-(4-phenoxyphenyl)-1H-pyrazol-1-yl)pyrrolidine-1-carboxylate C(N)(=O)C=1C(=NN(C1)C1CN(CC1)C(=O)OC(C)(C)C)C1=CC=C(C=C1)OC1=CC=CC=C1